(5aR,8aS)-3-(3-chloro-2-methoxyanilino)-2-{3-[(1-methoxypropan-2-yl)oxy]-4-pyridyl}-5,5a,6,7,8,8a-hexahydrocyclopenta[b]pyrrolo[2,3-d]pyridin-4(1H)-one ClC=1C(=C(NC2=C(NC=3[C@@H]4[C@H](NC(C32)=O)CCC4)C4=C(C=NC=C4)OC(COC)C)C=CC1)OC